2-(2-oxocyclopentyl)acetic acid O=C1C(CCC1)CC(=O)O